N[C@]1(CN(CCC1)C=1C(=CC(=NC1)C1=CC(=C(C=C1)OC)F)CN1C2=NC=NC(=C2N=C1)N)COC1CCC1 (R)-9-((5-(3-amino-3-(cyclobutoxymethyl)piperidin-1-yl)-2-(3-fluoro-4-methoxyphenyl)pyridin-4-yl)methyl)-9H-purin-6-amine